5-cyclohexene-1,2,3,4-tetracarboxylic acid C1(C(C(C(C=C1)C(=O)O)C(=O)O)C(=O)O)C(=O)O